C[Si](OCCC=1SC=CC1)(C)C 2-trimethylsilyloxy-ethyl-thiophene